(diacetoxy)benzene C(C)(=O)OC1=C(C=CC=C1)OC(C)=O